[Cl-].FC1(CC[NH2+]CC1)F 4,4-difluoropiperidinium chloride